F[C@H]1COCC[C@H]1N1N=C2N=C(C=CC2=C1)C1=C(C=C(C=C1C)C(F)(F)F)O 2-(2-((3R,4R)-3-fluorotetrahydro-2H-pyran-4-yl)-2H-pyrazolo[3,4-b]pyridin-6-yl)-3-methyl-5-(trifluoromethyl)phenol